C1=CC=CC=2C3=CC=CC=C3N(C12)C1=CC=CC2=C1N=C(S2)NC[Si](C)(C)C (carbazol-9-yl)-N-((trimethylsilyl)methyl)benzothiazol-2-amine